C(OC(C)Cl)(OCCOCCOC)=O 1-chloroethyl (2-(2-methoxyethoxy) ethyl) carbonate